NC=1C2=C(N=CN1)C=CC(=N2)C=2C=C(C=CC2C)C#C[C@@]2(C(N(CC2)C)=O)O (S)-3-((3-(4-aminopyrido[3,2-d]pyrimidin-6-yl)-4-methylphenyl)ethynyl)-3-hydroxy-1-methylpyrrolidin-2-one